tert-butyl 4-((8-chloroimidazo[1,5-a]pyrazin-3-yl)methyl)piperazine-1-carboxylate ClC=1C=2N(C=CN1)C(=NC2)CN2CCN(CC2)C(=O)OC(C)(C)C